N-[4-(azetidin-3-yl)phenyl]-2-(benzotriazol-1-yl)-N-[(3-chloro-5-fluoro-phenyl)methyl]acetamide N1CC(C1)C1=CC=C(C=C1)N(C(CN1N=NC2=C1C=CC=C2)=O)CC2=CC(=CC(=C2)F)Cl